(1-(4-(2-(dimethylamino)ethoxy)-2-fluorophenyl)-2-methyl-1H-imidazol-4-yl)-N-(1-(methylsulfonyl)piperidin-4-yl)-5-(trifluoromethyl)pyrimidin-2-amine CN(CCOC1=CC(=C(C=C1)N1C(=NC(=C1)C1=NC(=NC=C1C(F)(F)F)NC1CCN(CC1)S(=O)(=O)C)C)F)C